ethyl-p-nitro-toluylthiosulfonate C(C)C=1C(=C(C=CC1[N+](=O)[O-])C)S(=S)(=O)[O-]